C1(CCCCC1)NC1=NC=CC(=N1)N1C=2N(CCC1)N=C(C2)I N-cyclohexyl-4-(2-iodo-6,7-dihydropyrazolo[1,5-a]pyrimidin-4(5H)-yl)pyrimidin-2-amine